3-methyl-2-(4-{5-[6-(pyrrolidin-1-yl)-5,6,7,8-tetrahydronaphthalen-2-yl]-1H-pyrazolo[3,4-b]pyridin-3-yl}phenyl)pyridine CC=1C(=NC=CC1)C1=CC=C(C=C1)C1=NNC2=NC=C(C=C21)C2=CC=1CCC(CC1C=C2)N2CCCC2